1-methyl-N,N-diphenyl-1H-pyrazole-5-carboxamide CN1N=CC=C1C(=O)N(C1=CC=CC=C1)C1=CC=CC=C1